2-({7-amino-4-[3-(5-methoxypyridin-3-yl)phenyl]-1-oxo-2,3-dihydro-1H-isoindol-2-yl}methyl)prop-2-enamide NC=1C=CC(=C2CN(C(C12)=O)CC(C(=O)N)=C)C1=CC(=CC=C1)C=1C=NC=C(C1)OC